The molecule is an (S)-3-hydroxyacyl-CoA resulting from the formal condensation of the thiol group of coenzyme A with the 1-carboxy group of (S)-3-hydroxydodecanedioic acid. It is a conjugate acid of a (S)-3-hydroxydecanedioyl-CoA(5-). CC(C)(COP(=O)(O)OP(=O)(O)OC[C@@H]1[C@H]([C@H]([C@@H](O1)N2C=NC3=C(N=CN=C32)N)O)OP(=O)(O)O)[C@H](C(=O)NCCC(=O)NCCSC(=O)C[C@H](CCCCCCC(=O)O)O)O